2-({6-[(1,3-Benzothiazol-2-yl)amino]-5-methylpyridazin-3-yl}(methyl)amino)-5-(1-{[1-(3-methoxypropyl)cyclooctyl]methyl}-5-methyl-1H-pyrazol-4-yl)-1,3-thiazole-4-carboxylic acid S1C(=NC2=C1C=CC=C2)NC2=C(C=C(N=N2)N(C=2SC(=C(N2)C(=O)O)C=2C=NN(C2C)CC2(CCCCCCC2)CCCOC)C)C